2,3-dioxo-3-phenylpropionate O=C(C(=O)[O-])C(C1=CC=CC=C1)=O